(Ra)-6-(1-(4-(tert-Butyl)benzyl)-4-chloro-1H-indol-7-carboxamido)spiro[3.3]heptan C(C)(C)(C)C1=CC=C(CN2C=CC3=C(C=CC(=C23)C(=O)NC2CC3(CCC3)C2)Cl)C=C1